C(C)(C)OC1=CC(=NC=C1)C1=NN=C(S1)NC1=NC=C(C=C1)C(C)C 5-(4-isopropoxypyridin-2-yl)-N-(5-isopropylpyridin-2-yl)-1,3,4-thiadiazol-2-amine